1-(2,5-dihydroxyphenyl)-ethanone OC1=C(C=C(C=C1)O)C(C)=O